Ethyl 2-chloro-3-(5-methoxy-3-methyl-2-nitrophenyl)-3-oxopropanoate ClC(C(=O)OCC)C(=O)C1=C(C(=CC(=C1)OC)C)[N+](=O)[O-]